C(C)(C)(C)C1=CC=C(C=CC=2C=C3C(=CC=NC3=CC2)C(=O)NCC(=O)N2C(CC(C2)(F)F)C#N)C=C1 6-(4-(tert-butyl)styryl)-N-(2-(2-cyano-4,4-difluoropyrrolidin-1-yl)-2-oxoethyl)quinoline-4-carboxamide